3-(2-Chloro-6-fluorophenyl)-5-(1-(3-chlorophenyl)-5-(trifluoromethyl)-1H-pyrazol-4-yl)-4-(thiazol-2-yl-d2)isoxazole ClC1=C(C(=CC=C1)F)C1=NOC(=C1C=1SC(=C(N1)[2H])[2H])C=1C=NN(C1C(F)(F)F)C1=CC(=CC=C1)Cl